C(#N)C=1C=CC(=C2C=CC=NC12)N1C[C@H]([C@@H](C1)C)C(=O)NC1CCN(CC1)C Trans-1-(8-cyano-5-quinolyl)-4-methyl-N-(1-methyl-4-piperidyl)pyrrolidine-3-carboxamide